1-(4-(benzyloxy)-2-iminoquinolin-1(2H)-yl)pentane-2,3-dione bromate Br(=O)(=O)O.C(C1=CC=CC=C1)OC1=CC(N(C2=CC=CC=C12)CC(C(CC)=O)=O)=N